FC=1C(=NC(=NC1)NC=1C=NC(=CC1)N1CCOCC1)C1=CN=C2N1C=CC=C2 5-Fluoro-4-(imidazo[1,2-a]pyridin-3-yl)-N-(6-morpholinopyridin-3-yl)pyrimidin-2-amine